3-(2-(2,2,7-trifluoro-3-oxo-6-(perfluorophenyl)-2,3-dihydro-4H-benzo[b][1,4]oxazin-4-yl)acetamido)propanoic acid FC1(C(N(C2=C(O1)C=C(C(=C2)C2=C(C(=C(C(=C2F)F)F)F)F)F)CC(=O)NCCC(=O)O)=O)F